2-[6-(acetylphenylamino)-1,3,5-hexanetrienyl]-1,1-dimethyl-3-(4-sulfobutyl)-1H-benzo[e]indole C(C)(=O)N(C=CC=CC=CC1N(C=2C=CC3=C(C2C1(C)C)C=CC=C3)CCCCS(=O)(=O)O)C3=CC=CC=C3